FC(=O)CC(=O)[O-] fluoroformylacetate